tert-butyl (4-(4-formylbenzyl)cuban-1-yl)carbamate C(=O)C1=CC=C(CC23C4C5C6(C(C25)C3C64)NC(OC(C)(C)C)=O)C=C1